2-({[(oxetan-4-yl)methyl]amino}methyl)-2,3-dihydro-1H-indole-1-carboxylic acid tert-butyl ester C(C)(C)(C)OC(=O)N1C(CC2=CC=CC=C12)CNCC1CCO1